O1C(OCC1)CNC(=O)C1=C(SC(=C1)Br)NC(OC(C)(C)C)=O tert-butyl (3-(((1,3-dioxolan-2-yl)methyl)carbamoyl)-5-bromothiophen-2-yl)carbamate